COCOC1=C(C=CC(=C1)C(F)(F)F)C1=NN=C(C=2N1N=C(C2)C)N[C@H]2CNCCC2 (R)-7-(2-(methoxymethoxy)-4-(trifluoromethyl)phenyl)-2-methyl-N-(piperidin-3-yl)pyrazolo[1,5-d][1,2,4]triazin-4-amine